C1=NC=CC=2NC=3C=C(C=CC3C21)C=2C=CC(=NC2)OC2CC(C2)OCC2=CC=CC=C2 5-[5H-pyrido[4,3-b]indol-7-yl]-2-[(1s,3s)-3-(benzyloxy)cyclobutoxy]pyridine